C(C)(=O)C1(C2=C(NC3=C(N1)C=CC=C3)CC(CC2=O)(C)C)C 11-acetyl-3,3,11-trimethyl-2,3,4,5,10,11-hexahydro-1H-dibenzo[b,e][1,4]diazepin-1-one